BrC1=CC=CC=2N(C(NC21)=O)C2CCN(CC2)C(=O)NC2=CC(=C(C=C2)Cl)OC 4-(4-Bromo-2-oxo-2,3-dihydro-1H-1,3-benzodiazol-1-yl)-N-(4-chloro-3-methoxyphenyl)piperidine-1-carboxamide